O(P([O-])(=O)OP(=O)([O-])[O-])CCC(\C=C\C)=O crotonyl-ethyl pyrophosphate